COC1=CC=C2C=C(NC2=C1)CNC(=O)C1(CC1)C N-((6-methoxy-1H-indol-2-yl)methyl)-1-methylcyclopropane-1-carboxamide